amino-5'-(tert-butyl)-[1,1':3',1''-terphenyl]-3-carbonitrile NC1=C(C=CC=C1C#N)C1=CC(=CC(=C1)C(C)(C)C)C1=CC=CC=C1